2-(1-((R)-2-(((1S,4S)-4-hydroxycyclohexyl)oxy)-2-(2-isopropoxyphenyl)ethyl)-5-methyl-6-(oxazol-2-yl)-2,4-dioxo-1,2-dihydrothieno[2,3-d]pyrimidin-3(4H)-yl)-2-methylpropanamide OC1CCC(CC1)O[C@@H](CN1C(N(C(C2=C1SC(=C2C)C=2OC=CN2)=O)C(C(=O)N)(C)C)=O)C2=C(C=CC=C2)OC(C)C